CS(=O)(=O)NC1=CC=C(C=C1)C1=CC=C(NS(=O)(=O)C)C=C1 N,N'-dimethyl-sulfonyl-benzidine